(1,2-oxazol-4-yl)methanol O1N=CC(=C1)CO